2-methoxyethyl (1S,2R,5R)-3-((6-((5-fluoropyridin-3-yl)oxy)pyridin-3-yl)sulfonyl)-2-(hydroxycarbamoyl)-3,8-diazabicyclo[3.2.1]octane-8-carboxylate FC=1C=C(C=NC1)OC1=CC=C(C=N1)S(=O)(=O)N1[C@H]([C@@H]2CC[C@H](C1)N2C(=O)OCCOC)C(NO)=O